BrC=1C=C(C=C2C(N(C=3N(C12)[C@@H](CN3)C)C([2H])([2H])C=3C=NN(C3)C)=O)S(=O)(=O)NC3(CC3)C (R)-9-bromo-1-methyl-4-((1-methyl-1H-pyrazol-4-yl)methyl-d2)-N-(1-methylcyclopropyl)-5-oxo-1,2,4,5-tetrahydroimidazo-[1,2-a]quinazoline-7-sulfonamide